1,3-Bis(tert-butylperoxyisopropyl)benzenePyruvic acid sodium salt [Na+].C(C)(C)(C)OOC(C)(C)C1(CC(=CC=C1)C(C)(C)OOC(C)(C)C)CC(C(=O)[O-])=O